BrC1=NN(C=C1)C1(CC1)C 3-bromo-1-(1-methylcyclopropyl)-1H-pyrazole